ClC1=C(NC2=CC=CC=C12)C1=NN(C2=NC=NC(=C21)N)[C@@H]2CC[C@H](CC2)N2CCOCC2 3-(3-chloro-1H-indol-2-yl)-1-(trans-4-morpholinocyclohexyl)-1H-pyrazolo[3,4-d]pyrimidin-4-amine